C(C(C)C)(=O)OC1=C(C=CC=C1)O 2-hydroxyphenyl isobutyrate